5-((1-(4-(5,6-dihydropyrrolo[3,4-c]pyrazol-1(4H)-yl)benzoyl)-4-hydroxypiperidin-4-yl)methyl)-1-(4-fluorophenyl)-1H-pyrazolo[3,4-d]pyrimidin-4(5H)-one N1(N=CC2=C1CNC2)C2=CC=C(C(=O)N1CCC(CC1)(O)CN1C=NC3=C(C1=O)C=NN3C3=CC=C(C=C3)F)C=C2